N[C@H]1[C@@H](C=2N(CC1)N=C(C2)COC)O |r| rac-(4S,5R)-5-amino-2-(methoxymethyl)-4,5,6,7-tetrahydropyrazolo[1,5-a]pyridin-4-ol